FC1=C(OC2=C(C=C(C=C2)N2C(N[C@H](C2=O)C(C)C)=O)C=2C3=C(C(N(C2)C)=O)N(C=C3)S(=O)(=O)C3=CC=C(C)C=C3)C=CC(=C1)F (S)-3-(4-(2,4-difluorophenoxy)-3-(6-methyl-7-oxo-1-tosyl-6,7-dihydro-1H-pyrrolo[2,3-c]pyridin-4-yl)phenyl)-5-isopropylimidazolidine-2,4-dione